7-cyclohexyl-3,3-dimethoxy-8-oxo-2-oxa-7,9-diaza-3-silaundec-11-yl methacrylate C(C(=C)C)(=O)OCCNC(N(CCC[Si](OC)(OC)OC)C1CCCCC1)=O